N1C(=NC2=C1C=CC=C2)C=2C=CC(=C(C2)NC(C2=CC(=C(C=C2)OCC2=CC=C(C=C2)Cl)OC)=O)C N-[5-(1H-1,3-Benzodiazol-2-yl)-2-methylphenyl]-4-[(4-chlorophenyl)methoxy]-3-methoxybenzamid